2-(2,6-dichlorophenyl)-5-((5-(5-(trifluoromethyl)-1H-1,2,3-triazol-1-yl)pyridin-2-yl)amino)-2H-1,2,3-triazole-4-carboxamide ClC1=C(C(=CC=C1)Cl)N1N=C(C(=N1)C(=O)N)NC1=NC=C(C=C1)N1N=NC=C1C(F)(F)F